ClC1=C(C=CC(=C1)F)CC(=O)NC1=CC(=NC=C1)N(C(C)=O)C1=CC(=CC(=C1)F)C#N N-{4-[2-(2-chloro-4-fluorophenyl)acetamido]pyridin-2-yl}-N-(3-cyano-5-fluorophenyl)acetamide